S or R-mandelic acid C([C@@H](O)C1=CC=CC=C1)(=O)O |o1:1|